ClC=1C=C(C=CC1F)NC(C1=CC=C(C=C1)N(C(=O)NC1=CC=C(C=C1)Cl)CCN1CCOCC1)=O N-(3-chloro-4-fluorophenyl)-4-{3-(4-chlorophenyl)-1-[2-(4-morpholinyl)ethyl]ureido}benzamide